mono-phosphoric acid (butoxyethyl) ester C(CCC)OCCOP(O)(O)=O